FC1=NC(=CC(=C1)NC1=CC=C(C(=N1)C(=O)NCC(C)(C)C)OC)F 6-[(2,6-difluoro-4-pyridinyl)amino]-N-(2,2-dimethylpropyl)-3-methoxy-pyridine-2-carboxamide